FC=1C=C2NC(C=3N(C2=C(C1C1=C2C=C(NC2=CC(=C1)F)C#N)F)C(=NN3)C)(C)C 4-(7,9-difluoro-1,4,4-trimethyl-5H-[1,2,4]triazolo[4,3-a]quinoxalin-8-yl)-6-fluoro-1H-indole-2-carbonitrile